rac-tert-butyl (3aR,6aS)-5-(2-fluoro-4-(trifluoromethyl)phenoxy)hexahydrocyclopenta[c]pyrrole-2(1H)-carboxylate FC1=C(OC2C[C@@H]3[C@@H](CN(C3)C(=O)OC(C)(C)C)C2)C=CC(=C1)C(F)(F)F